C(C)(C)(C)C=1C=NNC1 4-tert-butylpyrazol